4-(4-amino-1-(1-(3-cyclobutyl-4-oxo-3,4-dihydroquinazolin-2-yl)ethyl)-1H-pyrazolo[3,4-d]pyrimidin-3-yl)-N-methylbenzamide NC1=C2C(=NC=N1)N(N=C2C2=CC=C(C(=O)NC)C=C2)C(C)C2=NC1=CC=CC=C1C(N2C2CCC2)=O